C(N)(=N)C1=CC(=C(CNC2=NC(=NC(=C2)OCC=2N=C3N(C=C(C=C3)C3CC3)C2)CC(C(=O)O)(C)C)C(=C1)C)C 3-(4-((4-carbamimidoyl-2,6-dimethylbenzyl)amino)-6-((6-cyclopropylimidazo[1,2-a]pyridin-2-yl)methoxy)pyrimidin-2-yl)-2,2-dimethylpropanoic acid